CN(C)CC1=C(C=CC(=N1)N)N1CCOC2(CC2)C1 6-((dimethylamino)methyl)-5-(4-oxa-7-azaspiro[2.5]oct-7-yl)pyridin-2-amine